phenylene-benzobisimidazole C1(=C(C=CC=C1)C=1NC2=C(N1)C=CC=C2)C=2NC1=C(N2)C=CC=C1